(R)-2,10-dimethyl-7-(6-(3-(piperidin-1-yl)propoxy)pyridin-3-yl)-9,10-dihydro-8-oxa-2,4,10a-triazanaphtho[2,1,8-cde]Azulene-1(2H)-one CN1C(N2[C@@H](COC3=C4C2=C1C=NC4=CC=C3C=3C=NC(=CC3)OCCCN3CCCCC3)C)=O